2-[2-(2-fluorophenyl)-2-oxo-ethyl]malononitrile FC1=C(C=CC=C1)C(CC(C#N)C#N)=O